1,1-dimethoxy-5-methanesulfonyloxy-2-pentyne COC(C#CCCOS(=O)(=O)C)OC